2,2-diphenyl-3-(tetrahydro-2H-pyran-2-yl)propionic acid C1(=CC=CC=C1)C(C(=O)O)(CC1OCCCC1)C1=CC=CC=C1